BrC(/C(=C/CN1C(C2=CC=CC=C2C1=O)=O)/F)(F)F (Z)-2-(4-bromo-3,4,4-trifluorobut-2-en-1-yl)isoindoline-1,3-dione